2-amino-2-cyclohexylacetamide hydrochloride Cl.NC(C(=O)N)C1CCCCC1